FC(C1=NN=C(O1)C1CNCC12CN(C2)C(=O)OC(C)(C)C)(C2=CC=C(C=C2)C2CCOCC2)F tert-butyl 8-(5-(difluoro(4-(tetrahydro-2H-pyran-4-yl)phenyl)methyl)-1,3,4-oxadiazol-2-yl)-2,6-diazaspiro[3.4]octane-2-carboxylate